4-phenyl-4-vinyl-1,3-dioxolanone C1(=CC=CC=C1)C1(OC(OC1)=O)C=C